ethyl 8-bromo-3,4-dihydro-2H-benzo[b][1,4]oxazine-2-carboxylate BrC1=CC=CC2=C1OC(CN2)C(=O)OCC